cyclohexylethylen C1(CCCCC1)C=C